O=C1NC(CCC1N1C(C2=CC=CC(=C2C1)SCCCCCCCCN1C(CCCC1=O)=O)=O)=O 1-(8-((2-(2,6-dioxopiperidin-3-yl)-1-oxoisoindolin-4-yl)thio)octyl)piperidine-2,6-dione